C(C)(=O)C=1C=CC2=C(C1)OC(C1=C2N=C(S1)NC(=O)C=1C(=NC=NC1OC)OC)(CC)CC N-(7-acetyl-4,4-diethyl-4H-chromeno[4,3-d]thiazol-2-yl)-4,6-dimethoxypyrimidine-5-carboxamide